COCOC1=C(C=CC=C1)C1=CC2=C(N=N1)N(C(=C2C)C2C[C@H]1COC[C@@H](C2)N1C(=O)OC(C)(C)C)COCC[Si](C)(C)C tert-butyl (1R,5S)-7-(3-(2-(methoxymethoxy)phenyl)-5-methyl-7-((2-(trimethylsilyl)ethoxy)methyl)-7H-pyrrolo[2,3-c]pyridazin-6-yl)-3-oxa-9-azabicyclo[3.3.1]nonane-9-carboxylate